4-{5-[3-chloro-5-(trifluoromethyl)phenyl]-5-trifluoromethyl-4,5-dihydroisoxazol-3-yl}naphthalene-1-carbaldehyde ClC=1C=C(C=C(C1)C(F)(F)F)C1(CC(=NO1)C1=CC=C(C2=CC=CC=C12)C=O)C(F)(F)F